3-(4-(4-ethylphenyl)-2H-1,2,3-triazol-2-yl)-1,3-diphenylpropan-1-one C(C)C1=CC=C(C=C1)C1=NN(N=C1)C(CC(=O)C1=CC=CC=C1)C1=CC=CC=C1